FC1=C(C(=C(C(=C1C#N)F)C#N)F)C#N 2,4,6-trifluorobenzene-1,3,5-tri-nitrile